3-bromo-5-(1,1-difluoroethyl)-2-methyl-1H-indole-1-carboxylic acid tert-butyl ester C(C)(C)(C)OC(=O)N1C(=C(C2=CC(=CC=C12)C(C)(F)F)Br)C